(2R)-2-(6-{5-chloro-2-[(1H-pyrazol-4-yl)amino]pyrimidin-4-yl}-1-oxo-2,3-dihydro-1H-isoindol-2-yl)-N-[(1S)-1-(3-fluoro-5-methylphenyl)-2-hydroxyethyl]propionamide ClC=1C(=NC(=NC1)NC=1C=NNC1)C1=CC=C2CN(C(C2=C1)=O)[C@@H](C(=O)N[C@H](CO)C1=CC(=CC(=C1)C)F)C